N-(3-chloro-2-fluoro-phenyl)-7-[2-[(3R)-3-methoxypyrrolidin-3-yl]ethynyl]-6-nitro-quinazolin-4-amine ClC=1C(=C(C=CC1)NC1=NC=NC2=CC(=C(C=C12)[N+](=O)[O-])C#C[C@]1(CNCC1)OC)F